C(CN[C@@H](CC(=O)O)C(=O)O)N[C@@H](CC(=O)O)C(=O)O N,N'-1,2-Ethanediylbis-L-Aspartic acid